(3aR,7aS)-octahydro-2H-4,7-epiiminoisoindole-2-carboxylic acid tert-butyl ester C(C)(C)(C)OC(=O)N1C[C@H]2C3CCC([C@H]2C1)N3